ClC1=NNC2=NC(=NC(=C21)N[C@H]2CN(CCC2)C(C=C)=O)NC=2C=NN(C2)CC2=CC(=CC=C2)OC (R)-1-(3-(3-chloro-6-(1-(3-methoxybenzyl)-1H-pyrazol-4-ylamino)-1H-pyrazolo[3,4-d]pyrimidin-4-ylamino)piperidin-1-yl)prop-2-en-1-one